1-(3-tert-butylphenoxy)-3-chloro-5-fluorobenzene C(C)(C)(C)C=1C=C(OC2=CC(=CC(=C2)F)Cl)C=CC1